ethyl 2-(2-((1s,4s)-4-((3-((tert-butoxycarbonyl)amino)piperidin-2-yl)methoxy)cyclohexyl)phenoxy)acetate C(C)(C)(C)OC(=O)NC1C(NCCC1)COC1CCC(CC1)C1=C(OCC(=O)OCC)C=CC=C1